ClC1=CC=C(OCC2=CC=C(C(=O)NC3=CC(=C(C=C3)O)S(=O)(=O)C)C=C2)C=C1 4-(4-chlorophenoxy)methyl-N-(4-hydroxy-3-(methylsulfonyl)phenyl)benzamide